[N+](=O)([O-])C=1C=C2N=C(C(=NC2=CC1)NC1=CC=C(C=C1)C(F)(F)F)NC1=CC=C(C=C1)C(F)(F)F 6-nitro-N2,N3-bis(4-(trifluoromethyl)phenyl)quinoxaline-2,3-diamine